(4-(tert-Butoxycarbonyl)piperazin-1-yl)-5-vinylnicotinic acid C(C)(C)(C)OC(=O)N1CCN(CC1)C1=C(C(=O)O)C=C(C=N1)C=C